3-isopropyl-2-(8-methoxy-[1,2,4]triazolo[1,5-a]pyridin-6-yl)-6-methyl-1H-pyrrolo[3,2-b]pyridine-5-carboxylic acid methyl ester COC(=O)C1=C(C=C2C(=N1)C(=C(N2)C=2C=C(C=1N(C2)N=CN1)OC)C(C)C)C